2-((3-(difluoro(4-iodophenyl)methyl)-1,2,4-oxadiazol-5-yl)methyl)acrylic acid FC(C1=NOC(=N1)CC(C(=O)O)=C)(C1=CC=C(C=C1)I)F